BrC=1C=C(OCC2=NC=NN2CC)C=CC1F 5-[(3-bromo-4-fluoro-phenoxy)methyl]-1-ethyl-1,2,4-triazole